C(#N)C=1N=C2C(=CC(N(C2=CC1)C)=O)N1C[C@H](N(C[C@@H]1C)C(CC(=O)N)C1=CC=C(C=C1)F)C 3-[(2r,5s)-4-(6-cyano-1-methyl-2-oxo-1,2-dihydro-1,5-naphthyridin-4-yl)-2,5-dimethylpiperazin-1-yl]-3-(4-fluorophenyl)propanamide